1-amino-3-cyclopropoxypropan-2-ol NCC(COC1CC1)O